C1NCCC2=CC=C(C=C12)NC=1C=CC=NC1 5-((1,2,3,4-tetrahydroisoquinoline-7-yl)amino)pyridine